ClC=1C(=NN(C1C)C=1C=C(C(=O)N(C)C2=CC3=C(OC(O3)(F)F)C=C2)C=CC1)C 3-(4-chloro-3,5-dimethyl-pyrazol-1-yl)-N-(2,2-difluoro-1,3-benzodioxol-5-yl)-N-methyl-benzamide